methyl (2E)-2-methoxyimino-2-[3-methyl-2-[[(E)-1-[4-(trifluoromethyl)-6-vinyl-2-pyridyl]ethylideneamino]oxymethyl]phenyl]acetate CO\N=C(\C(=O)OC)/C1=C(C(=CC=C1)C)CO/N=C(\C)/C1=NC(=CC(=C1)C(F)(F)F)C=C